tert-butyl N-({3-[(3aR,4R,6R,6aS)-6-{2,4-dichloropyrrolo[2,3-d]pyrimidin-7-yl}-2,2-dimethyl-tetrahydro-3aH-cyclopenta[d][1,3]dioxol-4-yl]-5-methoxyphenyl}methyl)carbamate ClC=1N=C(C2=C(N1)N(C=C2)[C@@H]2C[C@@H]([C@@H]1[C@H]2OC(O1)(C)C)C=1C=C(C=C(C1)OC)CNC(OC(C)(C)C)=O)Cl